FC(C1=NC(=NC(=N1)C(F)(F)F)N1[C@@H](C=2NC3=CC=C(C=C3C2CC1)Cl)C[C@@H](CC#N)O)(F)F (3S)-4-{(1R)-2-[4,6-bis(trifluoromethyl)-1,3,5-triazin-2-yl]-6-chloro-2,3,4,9-tetrahydro-1H-pyrido[3,4-b]indol-1-yl}-3-hydroxybutanenitrile